N-(8-(methylamino)-5-(2-methyl-oxazol-5-yl)-2,7-naphthyridin-3-yl)cyclopropanecarboxamide CNC=1N=CC(=C2C=C(N=CC12)NC(=O)C1CC1)C1=CN=C(O1)C